n-butyldi-1-adamantylphosphine C(CCC)P(C12CC3CC(CC(C1)C3)C2)C23CC1CC(CC(C2)C1)C3